trans-(1r,4r)-4-((5-chloro-4-(5-cyclopropyl-1H-pyrazol-3-yl)pyrimidin-2-yl)amino)-N-methylcyclohexane-1-carboxamide ClC=1C(=NC(=NC1)N[C@@H]1CC[C@H](CC1)C(=O)NC)C1=NNC(=C1)C1CC1